1,3-diphenyl-tetrazine C1(=CC=CC=C1)N1NN(NC=C1)C1=CC=CC=C1